4-(((5-(3,4-difluorophenyl)-1,3,4-thiadiazol-2-yl)methyl)thio)-2-methylphenol FC=1C=C(C=CC1F)C1=NN=C(S1)CSC1=CC(=C(C=C1)O)C